acrylic acid hexacosyl ester C(CCCCCCCCCCCCCCCCCCCCCCCCC)OC(C=C)=O